C(C)[Bi](O[Bi](CC)(CC)(CC)CC)(CC)(CC)CC tetraethyl-λ5-bismuthanyloxy(tetraethyl)-λ5-bismuthane